ethyl 2-(1-(3-nitrophenyl)ethyl)-1,3-dithiane-2-carboxylate [N+](=O)([O-])C=1C=C(C=CC1)C(C)C1(SCCCS1)C(=O)OCC